3,4,4,5-tetrafluoro-3-(fluoromethyl)sulfolane FC1(CS(=O)(=O)C(C1(F)F)F)CF